5-(5-methoxy-2-oxo-2,3-dihydro-1H-benzo[d]imidazol-1-yl)picolinic acid methyl ester COC(C1=NC=C(C=C1)N1C(NC2=C1C=CC(=C2)OC)=O)=O